benzofuran-6-carboxylic acid O1C=CC2=C1C=C(C=C2)C(=O)O